C(OCCN=[N+]=[N-])(OC1=CC=C(C=C1)[N+](=O)[O-])=O 2-azidoethyl (4-nitrophenyl) carbonate